CN1C(=NC=C1C=1C=C2C=C(N=CC2=CC1)NC(=O)C1CN(C1)CC1(CC1)C(F)(F)F)C N-(6-(1,2-dimethyl-1H-imidazol-5-yl)isoquinolin-3-yl)-1-((1-(trifluoromethyl)cyclopropyl)methyl)azetidine-3-carboxamide